C(C1=CC=CC=C1)N1N=CC2=CC(=CC=C12)NC1=NC=NC2=CC=CC=C12 (1-Benzyl-1H-indazol-5-yl)-quinazolin-4-yl-amine